para-Anisaldehyde C(C1=CC=C(C=C1)OC)=O